2,3-bis(tetradecanoyloxy)propyl-(2,5-dioxopyrrolidin-1-yl)succinic acid C(CCCCCCCCCCCCC)(=O)OC(CC(C(=O)O)(CC(=O)O)N1C(CCC1=O)=O)COC(CCCCCCCCCCCCC)=O